2-(3-(methylamino)azetidin-1-yl)pyrimidine-5-carboxamide CNC1CN(C1)C1=NC=C(C=N1)C(=O)N